FC1=C2CN(C(C2=CC(=C1C1CCN(CC1)CC1=NC(=NO1)C1=CC=CC=C1)F)=O)C1C(NC(CC1)=O)=O 3-(4,6-difluoro-1-oxo-5-(1-((3-phenyl-1,2,4-oxadiazol-5-yl)methyl)piperidin-4-yl)isoindolin-2-yl)piperidine-2,6-dione